(1'-{2-acetyl-2-azaspiro[3.3]heptan-6-yl}-5'-fluoro-[4,6'-biindazol]-1-yl)acetic acid C(C)(=O)N1CC2(C1)CC(C2)N2N=CC1=CC(=C(C=C21)C=2C=1C=NN(C1C=CC2)CC(=O)O)F